1,2,3,4-tetrachlorotetrafluorocyclopentene ClC1=C(C(C(C1(F)F)(Cl)F)(Cl)F)Cl